4-amino-N-(cyclopropylmethyl)-7-methyl-N-(6-(trifluoromethyl)-2,3-dihydrofuro[2,3-b]pyridin-3-yl)imidazo[1,5-a]quinoxaline-8-carboxamide NC=1C=2N(C3=CC(=C(C=C3N1)C)C(=O)N(C1COC3=NC(=CC=C31)C(F)(F)F)CC3CC3)C=NC2